9-Fluoro-7-methoxy-8-[1-(2-methoxyethyl)-1H-indol-4-yl]-1,4,4-trimethyl-5H-[1,2,4]triazolo[4,3-a]quinoxaline FC=1C(=C(C=C2NC(C=3N(C12)C(=NN3)C)(C)C)OC)C3=C1C=CN(C1=CC=C3)CCOC